(s)-Ethyl 2-(tert-butoxycarbonyl(1-(3-chloro-5-fluoro-2-((4-methoxyphenoxy)methyl)phenyl) ethyl)amino)acetate C(C)(C)(C)OC(=O)N(CC(=O)OCC)[C@@H](C)C1=C(C(=CC(=C1)F)Cl)COC1=CC=C(C=C1)OC